phenoxyl-toluene O(C1=CC=CC=C1)CC1=CC=CC=C1